NC1=CC2=CC(=CC(=C2C=C1)O)S(=O)(=O)O 2-amino-5-hydroxy-7-sulfonaphthalene